2-benzyl-6-bromo-5-fluoro-2H-indazole C(C1=CC=CC=C1)N1N=C2C=C(C(=CC2=C1)F)Br